[N+](=O)([O-])C=1C=CC2=C(NC(=N2)C2=CC=C(C=C2)O)C1 4-(6-nitro-1H-benzimidazole-2-yl)phenol